C(C1=CC=CC=C1)N1C[C@H]2N([C@@H](C1)C)CC(C2)OC2=NC=1CCN(CC1C=C2)C(=O)OC(C)(C)C tert-butyl 2-[[(4R,8aS)-2-benzyl-4-methyl-3,4,6,7,8,8a-hexahydro-1H-pyrrolo[1,2-a]pyrazin-7-yl] oxy]-7,8-dihydro-5H-1,6-naphthyridine-6-carboxylate